1-methyl-4-cyclopropyl-1H-pyrazole-5-boronic acid pinacol ester CN1N=CC(=C1B1OC(C)(C)C(C)(C)O1)C1CC1